(6-methyl-7-(1-(piperidin-4-yl)-1H-pyrazol-4-yl)imidazo[1,2-a]pyridin-3-yl)quinoline CC=1C(=CC=2N(C1)C(=CN2)C2=NC1=CC=CC=C1C=C2)C=2C=NN(C2)C2CCNCC2